O1C2=C(NCC1)C=NC(=C2)N 3,4-Dihydro-2H-pyrido[4,3-b][1,4]oxazin-7-amine